2-((2S,4S)-5-Chloro-2-((((trans)-4-(methylcarbamoyl)cyclohexyl)amino)methyl)-2-phenyl-2,3-dihydrobenzofuran-4-yl)-3-fluorobenzamide ClC=1C=CC2=C(C[C@](O2)(C2=CC=CC=C2)CN[C@@H]2CC[C@H](CC2)C(NC)=O)C1C1=C(C(=O)N)C=CC=C1F